tert-Butyl (S)-(2-(5-bromo-1-oxoisoindolin-2-yl)ethyl)((5-oxopyrrolidin-2-yl)methyl)carbamate BrC=1C=C2CN(C(C2=CC1)=O)CCN(C(OC(C)(C)C)=O)C[C@H]1NC(CC1)=O